8-(3-chlorophenoxy)-7-[(4-chlorophenyl)methyl]-1-(3-hydroxypropyl)-3-methylpurine-2,6-dione ClC=1C=C(OC2=NC=3N(C(N(C(C3N2CC2=CC=C(C=C2)Cl)=O)CCCO)=O)C)C=CC1